Ethyl 2-(6-bromo-7-(difluoromethyl)-4-(trifluoromethyl)-2H-indazol-2-yl)-2-((R)-6-fluoro-3-thioxo-2,5,6,7-tetrahydro-3H-pyrrolo[1,2-c]imidazol-1-yl)acetate BrC=1C=C(C2=CN(N=C2C1C(F)F)C(C(=O)OCC)C1=C2N(C(N1)=S)C[C@@H](C2)F)C(F)(F)F